C(C1=CC=CC=C1)SC=1C=C(C=2N(C1)C(=NC2)C(=O)NN)Cl 6-(benzylthio)-8-chloroimidazo[1,5-a]pyridine-3-carbohydrazide